2-bromo-2-methyl-1-(4-(methylsulfonyl)phenyl)propan-1-one BrC(C(=O)C1=CC=C(C=C1)S(=O)(=O)C)(C)C